(2S)-2-[[(2S)-1-(9H-fluoren-9-ylmethoxycarbonyl)pyrrolidine-2-carbonyl]amino]-3-methyl-butyric acid C1=CC=CC=2C3=CC=CC=C3C(C12)COC(=O)N1[C@@H](CCC1)C(=O)N[C@H](C(=O)O)C(C)C